Tert-butyl N-[5-[[2-[2-[3-(tert-butoxycarbonylamino)Cyclobutyl]-5-methyl-1-piperidyl]-2-oxo-acetyl]amino]-3-methyl-2-pyridyl]carbamate C(C)(C)(C)OC(=O)NC1CC(C1)C1N(CC(CC1)C)C(C(=O)NC=1C=C(C(=NC1)NC(OC(C)(C)C)=O)C)=O